FC1=C(C(=C(C(=C1F)F)F)F)C1=CC=CC=C1 2,3,4,5,6-pentafluorobiphenyl